1,3-dichlorohydantoin ClN1C(=O)N(C(=O)C1)Cl